BrC1=CC=C(C=C1)C#CC1=C(C=CC=C1)C(C#CC1=CC=C(C=C1)C)=O 1-(2-((4-bromophenyl)ethynyl)phenyl)-3-(p-tolyl)prop-2-yn-1-one